3-[[3-(3-bromophenyl)oxetan-3-yl]methyl]-4H-1,2,4-triazole BrC=1C=C(C=CC1)C1(COC1)CC1=NN=CN1